OC([C@H](C[C@H]1C(NCC1)=O)NC([C@H](CC(C)C)NC(=O)OC1CCC(CC1)C(C)C)=O)S(=O)(=O)[O-].[Na+] Sodium (2S)-1-hydroxy-2-((S)-2-(((((1r,4S)-4-isopropylcyclohexyl)oxy)carbonyl)amino)-4-methylpentanamido)-3-((S)-2-oxopyrrolidin-3-yl)propane-1-sulfonate